6-amino-2'-fluoro-N-{(1S,2S)-2-[(4-{(1S)-1-[4-(2-hydroxyethyl)piperazin-1-yl]-2,3-dihydro-1H-inden-5-yl}phenyl)methoxy]cyclopentyl}[3,3'-bipyridine]-5-carboxamide NC1=C(C=C(C=N1)C=1C(=NC=CC1)F)C(=O)N[C@@H]1[C@H](CCC1)OCC1=CC=C(C=C1)C=1C=C2CC[C@@H](C2=CC1)N1CCN(CC1)CCO